NC1=NC=NC=2N(C3=CC=C(C=C3C21)C=2C=C(C=CC2)C)CC(=O)O 2-(4-amino-6-m-tolyl-9H-pyrimido[4,5-b]indol-9-yl)acetic acid